trioctyl-{(chlorodimethylsilyl)methyl}ammonium chloride [Cl-].C(CCCCCCC)[N+](C[Si](C)(C)Cl)(CCCCCCCC)CCCCCCCC